ClC1=CC=C(C=C1)C(NC(=O)[C@]1(NC(NC1=O)=O)C)C1=CC=C(C=C1)Cl |o1:11| (R or S)-N-(bis(4-chlorophenyl)methyl)-4-methyl-2,5-dioxoimidazolidine-4-carboxamide